C(C)(C)(C)OC(=O)N(C(OC(C)(C)C)=O)C=1C=NC(=C(C1)C(F)(F)F)C1=CCCO1 Tert-butyl N-tert-butoxycarbonyl-N-[6-(2,3-dihydrofuran-5-yl)-5-(trifluoromethyl)-3-pyridyl]carbamate